1,2-bis(3-((tert-butoxycarbonyl)amino)propyl)-1H-pyrazol-2-ium C(C)(C)(C)OC(=O)NCCCN1[N+](=CC=C1)CCCNC(=O)OC(C)(C)C